FC(CCC(=O)N1C[C@H]2CC[C@@H](C1)N2C2=NC=C(C#N)C=C2)(C2=CC(=NC=C2)OC)F 6-((1R,5S)-3-(4,4-difluoro-4-(2-methoxypyridin-4-yl)butanoyl)-3,8-diazabicyclo[3.2.1]octan-8-yl)nicotinonitrile